BrC=1C=C(C=CC1)Br m-bromobromobenzene